FC1=CC=C(C=C1)C1=NNC(=C1)C(C)=O 1-(3-(4-fluorophenyl)-1H-pyrazol-5-yl)ethan-1-one